C(C)(C)(C)OC(COCCCCOS(=O)(=O)C1=CC=C(C)C=C1)=O 2-(4-(p-toluenesulfonyloxy)butoxy)acetic acid tert-butyl ester